C(C)(C)N1N=CC(=C1)NC1=NC=CC(=N1)C1=CC2CCC(C1)N2C=O (3-(2-((1-isopropyl-1H-pyrazol-4-yl)amino)pyrimidin-4-yl)-8-azabicyclo[3.2.1]oct-2-en-8-yl)methanone